NC1=C(C=C(C=C1)S(=O)(=O)C1CC2(C1)CCN(CC2)C(=O)OC(C)(C)C)C tert-butyl 2-((4-amino-3-methylphenyl) sulfonyl)-7-azaspiro[3.5]nonane-7-carboxylate